CC1(CC(CCC1)C(C)OC(C(=O)OC)(C)C)C methyl 2-(1-(3,3-dimethylcyclohexyl) ethoxy)-2-methylpropionate